N-(4-cyano-2-fluorophenyl)-4-(3-(dimethylamino)benzyl)-1H-pyrrole-3-sulfonamide C(#N)C1=CC(=C(C=C1)NS(=O)(=O)C1=CNC=C1CC1=CC(=CC=C1)N(C)C)F